phenyl (5-fluoroisoquinolin-4-yl)(phenoxycarbonyl)carbamate FC1=C2C(=CN=CC2=CC=C1)N(C(OC1=CC=CC=C1)=O)C(=O)OC1=CC=CC=C1